2,2'-Anhydro-uridine C1[C@H]2[C@@H]([C@H]([C@H](O2)CO)O)OC3=NC(=O)C=CN31